(R)-(3-(4-Amino-(4-phenoxyphenyl)-1H-pyrazolo[3,4-d]pyrimidin-1-yl)piperidin-1-yl)(1-Methylpiperidin-4-yl)methanone NC1=C2C(=NC=N1)N(N=C2C2=CC=C(C=C2)OC2=CC=CC=C2)[C@H]2CN(CCC2)C(=O)C2CCN(CC2)C